[NH4+].C(CCCCCCCCCCCCCCCCC)C(=C(C)C)S(=O)(=O)O stearyldimethylsulfoethylene ammonium